7-(2-((1S,2S)-2-methylcyclopropyl)phenyl)pyrido[4,3-d]pyrimidine C[C@@H]1[C@H](C1)C1=C(C=CC=C1)C1=CC=2N=CN=CC2C=N1